2-(5-(tert-butyl)-4-chloro-7H-pyrrolo[2,3-d]pyrimidin-7-yl)isonicotinonitrile C(C)(C)(C)C1=CN(C=2N=CN=C(C21)Cl)C=2C=C(C#N)C=CN2